FC=1C(=C2C=CN(C2=CC1)[Si](C(C)C)(C(C)C)C(C)C)C1CCC(CC1)N(C(OC(C)(C)C)=O)C tert-butyl N-[4-(5-fluoro-1-triisopropylsilyl-indol-4-yl)cyclohexyl]-N-methylcarbamate